(2,4,6-triisopropyl-phenyl)boric acid C(C)(C)C1=C(C(=CC(=C1)C(C)C)C(C)C)OB(O)O